2,3,4,6-tetra(10H-phenoxazin-10-yl)-5-(1-phenyl-1H-benzo[d]imidazol-2-yl)benzonitrile C1=CC=CC=2OC3=CC=CC=C3N(C12)C1=C(C#N)C(=C(C(=C1N1C2=CC=CC=C2OC=2C=CC=CC12)N1C2=CC=CC=C2OC=2C=CC=CC12)C1=NC2=C(N1C1=CC=CC=C1)C=CC=C2)N2C1=CC=CC=C1OC=1C=CC=CC21